4-((1R,5S)-3,8-diazabicyclo[3.2.1]octan-3-yl)-8-fluoro-2-((hexahydro-1H-pyrrolizin-7a-yl)methoxy)-7-(2-isopropylpyridin-3-yl)pyrido[4,3-d]pyrimidine [C@H]12CN(C[C@H](CC1)N2)C=2C1=C(N=C(N2)OCC23CCCN3CCC2)C(=C(N=C1)C=1C(=NC=CC1)C(C)C)F